F[C@@H]1C2CC[C@@H](C[C@@H]1N(C=1N=CC(=NC1)C=1C(=C3C=CN(C(C3=CC1)=O)C)O)C)N2 6-(5-{[(2R,3S,5S)-2-fluoro-8-azabicyclo[3.2.1]octan-3-yl](methyl)amino}pyrazin-2-yl)-5-hydroxy-2-methyl-1,2-dihydroisoquinolin-1-one